SCCCS(=O)(=O)[O-].[Na+] sodium 3-mercaptopropane-1-sulfonate